CC(C(C)=O)C(C(C)C)=O 3,5-dimethyl-2,4-hexanedione